tert-Butyl N-(6-chloro-5-methylpyridazin-3-yl)carbamate ClC1=C(C=C(N=N1)NC(OC(C)(C)C)=O)C